3-fluoro-2'-methyl-4'-(methylamino)-N-(pyridin-3-ylmethyl)-[1,1'-biphenyl]-4-carboxamide FC=1C=C(C=CC1C(=O)NCC=1C=NC=CC1)C1=C(C=C(C=C1)NC)C